C1(CC1)C1=C(C=C(C(=O)N[C@@H](CC(C)C)C(=O)N)C=C1)OCC1CC1 N2-[4-cyclopropyl-3-(cyclopropylmethoxy)benzoyl]-L-leucinamide